3,3,4,4,5,5-hexafluoro-1,2-bis(1,1,1,3,3,3-hexafluoro-2-(trifluoromethyl)propan-2-yl)cyclopent-1-ene FC1(C(=C(C(C1(F)F)(F)F)C(C(F)(F)F)(C(F)(F)F)C(F)(F)F)C(C(F)(F)F)(C(F)(F)F)C(F)(F)F)F